N1=CN=CC=2CCC=CC12 5,6-dihydro-quinazoline